3-((3-(N-cyclopropylaminosulfonyl)-7-(2,4-dimethoxypyrimidin-5-yl)-5-fluoroquinolin-4-yl)amino)-5-((4,4-difluorocyclohexyl)oxy)benzoic acid C1(CC1)NS(=O)(=O)C=1C=NC2=CC(=CC(=C2C1NC=1C=C(C(=O)O)C=C(C1)OC1CCC(CC1)(F)F)F)C=1C(=NC(=NC1)OC)OC